(E)-2-(2-(2-aminothiazole-4-yl)vinyl)morpholine-4-carboxylic acid tert-butyl ester C(C)(C)(C)OC(=O)N1CC(OCC1)\C=C\C=1N=C(SC1)N